(2r,4r)-2-(2-(chloromethyl)allyl)-4-fluoropyrrolidine-1,2-dicarboxylic acid 1-(tert-butyl) 2-methyl ester COC(=O)[C@@]1(N(C[C@@H](C1)F)C(=O)OC(C)(C)C)CC(=C)CCl